OC1=CC=C(C=C1)OCC1C2C=CC(C1)C2 5-(4-hydroxyphenyloxymethyl)-bicyclo[2.2.1]hept-2-ene